N2-(2-(1-(Cyclopropylsulfonyl)-1H-pyrazol-4-yl)pyrimidin-4-yl)-N4-isopropyl-5-((2-methylthiazol-4-yl)ethynyl)pyridine-2,4-diamine C1(CC1)S(=O)(=O)N1N=CC(=C1)C1=NC=CC(=N1)NC1=NC=C(C(=C1)NC(C)C)C#CC=1N=C(SC1)C